COC(=O)C1(CC2=C(C(=CC(=C2C1)C)CCCCCCCC)C)C(=O)OC 4,7-dimethyl-6-octyl-1,3-dihydro-2H-indene-2,2-dicarboxylic acid dimethyl ester